N-tert-butyl-2-{[2-(pyridin-2-yl)-5H,7H-furo[3,4-d]pyrimidin-4-yl]amino}acetamide C(C)(C)(C)NC(CNC=1C2=C(N=C(N1)C1=NC=CC=C1)COC2)=O